(E)-5-(5-amino-2-((4-nitrophenyl)diazenyl)phenoxy)-N,N-diethylnaphthalen-2-amine NC=1C=CC(=C(OC2=C3C=CC(=CC3=CC=C2)N(CC)CC)C1)\N=N\C1=CC=C(C=C1)[N+](=O)[O-]